1-(3-bromophenyl)-3-(2-chloro-4-((5-cyclopropyl-3-(2,6-dichlorophenyl)isoxazol-4-yl)methoxy)phenyl)azetidin-3-ol BrC=1C=C(C=CC1)N1CC(C1)(O)C1=C(C=C(C=C1)OCC=1C(=NOC1C1CC1)C1=C(C=CC=C1Cl)Cl)Cl